((2R,3S,4S,5R,6S)-6-(((2S,3S,4R)-2-azido-3,4-bis(benzyloxy)octadecyl)oxy)-3,4,5-tris(benzyloxy)tetrahydro-2H-pyran-2-yl)methyl (((9H-fluoren-9-yl)methoxy)carbonyl)-L-valinate C1=CC=CC=2C3=CC=CC=C3C(C12)COC(=O)N[C@@H](C(C)C)C(=O)OC[C@H]1O[C@@H]([C@@H]([C@H]([C@H]1OCC1=CC=CC=C1)OCC1=CC=CC=C1)OCC1=CC=CC=C1)OC[C@@H]([C@@H]([C@@H](CCCCCCCCCCCCCC)OCC1=CC=CC=C1)OCC1=CC=CC=C1)N=[N+]=[N-]